FC(CNC=1N=CC2=C(N1)NC=C2C2=CC=1N(C=C2)N=CC1)(C)F N-(2,2-difluoropropyl)-5-(pyrazolo[1,5-a]pyridin-5-yl)-7H-pyrrolo[2,3-d]pyrimidin-2-amine